N1N=NC2=C1C=C(C=C2)CC=2C(NC1=CC=CC=C1C2)=O 3-((1H-benzo[d][1,2,3]triazol-6-yl)methyl)quinolin-2(1H)-one